tert-Butyl 17-(4-(1-Hydroxyethyl)-2-methoxy-5-nitrophenoxy)-14-oxo-4,7,10-trioxa-13-azaheptadecanoate OC(C)C1=CC(=C(OCCCC(NCCOCCOCCOCCC(=O)OC(C)(C)C)=O)C=C1[N+](=O)[O-])OC